N1=C(OC2=NC=CC=C21)N[C@@H]2C[C@H](CC2)N (1S,3S)-N1-(Oxazolo[5,4-b]pyridin-2-yl)cyclopentane-1,3-diamine